6-Bromo-3,3,10,10-tetramethyl-9-phenyl-2,3,4a,10-tetrahydro-1H-indeno[1,2-c]pyrazolo[1,2-a]pyrazol-1-one BrC=1C=CC=2C(=C3C(N4N(C3(C)C)C(CC4(C)C)=O)C2C1)C1=CC=CC=C1